CC1=CC(=C(C=N1)C(=O)O)C1CCO1 6-methyl-4-(oxetan-4-yl)pyridine-3-carboxylic acid